OC=1C(=CC(=C2C=CC(=CC12)S(=O)(=O)[O-])[N+](=O)[O-])[N+](=O)[O-].[Na+].[Na+].OC=1C(=CC(=C2C=CC(=CC12)S(=O)(=O)[O-])[N+](=O)[O-])[N+](=O)[O-] disodium 8-hydroxy-5,7-dinitro-2-naphthalenesulfonate